ClC1=CC=C(C=C1)CN1C(=NC2=C1C=CC=C2)CN2CCN(CC2)C(=O)OC(C)(C)C tert-butyl 4-({1-[(4-chlorophenyl)methyl]-1H-benzimidazol-2-yl}methyl)piperazine-1-carboxylate